ClC1=C(C=2N=C(N=C(C2C=N1)C1C[C@H](N(CC1)C(=O)OCC1=CC=CC=C1)C)OC[C@]12CCCN2C[C@@H](C1)F)F benzyl (2R)-4-(7-chloro-8-fluoro-2-(((2R,7aS)-2-fluorotetrahydro-1H-pyrrolizin-7a(5H)-yl)methoxy)pyrido[4,3-d]pyrimidin-4-yl)-2-methylpiperidine-1-carboxylate